OC1=C(C=CC(=C1)O)C(CCC(=O)N(CC)CC)C 4-(2,4-dihydroxyphenyl)-N,N-diethylpentanamide